8-(3-(1-(2-cyclohexylethyl)piperidin-3-yl)-5-oxo-4,5-dihydro-1H-1,2,4-triazol-1-yl)quinolin-2(1H)-one C1(CCCCC1)CCN1CC(CCC1)C1=NN(C(N1)=O)C=1C=CC=C2C=CC(NC12)=O